FC(C1NC2=CC=C(C=C2CC1)C(=O)OC)(F)F methyl 2-(trifluoromethyl)-1,2,3,4-tetrahydroquinoline-6-carboxylate